NC1(CCC(CC1)O)N Diaminocyclohexanol